ClC1=C(C=C(C=C1)NC(=O)NC1CCC(CC1)OC1=NC=C(C=C1)C(F)(F)F)C(F)(F)F 1-(4-chloro-3-(trifluoromethyl)phenyl)-3-((1r,4r)-4-((5-(trifluoromethyl)pyridin-2-yl)oxy)cyclohexyl)urea